C(C)(C)(C)OC(=O)NC1=CC=C(CNC2=C(C=NC3=CC=CC=C23)NC(COC(C)=O)=O)C=C1 Acetic acid 2-((4-((4-((tert-butoxycarbonyl) amino) benzyl) amino) quinolin-3-yl) amino)-2-oxoethyl ester